FC=1C=C(CN2N=C(N=C2)C(=O)N[C@H]2C(N(C=3N(CC2)N=C(C3)[C@@H]3C(C3)(F)F)C)=O)C=CC1F 1-(3,4-difluorobenzyl)-N-((R)-2-((R)-2,2-difluorocyclopropyl)-4-methyl-5-oxo-5,6,7,8-tetrahydro-4H-pyrazolo[1,5-a][1,3]diazepin-6-yl)-1H-1,2,4-triazole-3-carboxamide